CN1N=C(C(=C1)C1=C(C#N)C=C(C=C1)F)C 2-(1,3-dimethyl-1H-pyrazol-4-yl)-5-fluorobenzonitrile